(R)-N-(4-(3-(aminomethyl)pyrrolidine-1-carbonyl)-3-chlorophenyl)-5-(1-cyclopropyl-3-(trifluoromethyl)-1H-pyrazol-4-yl)-1-methyl-1H-imidazole-2-carboxamide hydrochloride Cl.NC[C@@H]1CN(CC1)C(=O)C1=C(C=C(C=C1)NC(=O)C=1N(C(=CN1)C=1C(=NN(C1)C1CC1)C(F)(F)F)C)Cl